IC#CCCCCC iodoheptyne